3-bromo-5-[4-cyclopropyl-6-(difluoromethoxy)pyrimidin-5-yl]-1H-pyrazolo[4,3-d]pyrimidine BrC1=NNC2=C1N=C(N=C2)C=2C(=NC=NC2OC(F)F)C2CC2